C(C)(=O)NC=1N=C2N(N=C(C=C2)C=2C=C(C=NC2C)C(=O)NC([2H])C2=C(C=CC(=C2)OC(F)(F)F)F)C1 5-{2-acetamidoimidazo[1,2-b]pyridazin-6-yl}-N-{[2-fluoro-5-(trifluoromethoxy)phenyl](deutero)methyl}-6-methylpyridine-3-carboxamide